C(C)(C)(CC)C1CCC(CC1)N(C(C1=CC(C(=O)N)=CC(=C1)NC(=O)C1CCC(CC1)C(C)(C)CC)=O)C1CCC(CC1)C(C)(C)CC N,N-bis(4-tert-pentylcyclohexyl)-5-(4-tert-pentylcyclohexylcarbonylamino)isophthalamide